3'-(Difluoromethoxy)acetophenone FC(OC=1C=C(C=CC1)C(C)=O)F